CNC(=O)C1N(C(CC1)=O)C1=NC(=CC(=C1)C(F)(F)F)C N-methyl-1-(6-methyl-4-(trifluoromethyl)pyridin-2-yl)-5-oxopyrrolidine-2-carboxamide